(Z)-3-(3-phenethyl-1-phenyl-1H-pyrazol-4-yl)acrylic acid C(CC1=CC=CC=C1)C1=NN(C=C1\C=C/C(=O)O)C1=CC=CC=C1